Bicyclo[2.2.1]heptan-2-ylmethyl ((S)-1-(((S)-1-hydroxy-3-((S)-2-oxopyrrolidin-3-yl)propan-2-yl)amino)-4-methyl-1-oxopentan-2-yl)carbamate OC[C@H](C[C@H]1C(NCC1)=O)NC([C@H](CC(C)C)NC(OCC1C2CCC(C1)C2)=O)=O